P(=O)(O)(O)O.BrC=1C(=C2C(CNC2=CC1)=O)Cl 5-bromo-4-chloro-3-oxindole phosphate